Benzyl (S)-methyl(1-((4-nitrophenyl)sulfonamido)propan-2-yl)carbamate CN(C(OCC1=CC=CC=C1)=O)[C@H](CNS(=O)(=O)C1=CC=C(C=C1)[N+](=O)[O-])C